C(C1=CC=CC=C1)OC1CC(C1)OCCOCCOCCOCCOCCN(C(OC(C)(C)C)=O)C tertbutyl N-[2-[2-[2-[2-[2-(3-benzyloxycyclobutoxy)ethoxy]ethoxy]ethoxy]ethoxy]ethyl]-N-methyl-carbamate